3,6-dimethyl-2-(6-(1-methyl-1H-pyrazol-4-yl)pyridin-3-yl)-4-oxo-4H-chromen CC1=C(OC2=CC=C(C=C2C1=O)C)C=1C=NC(=CC1)C=1C=NN(C1)C